2-((2-cyclopropoxy-4-((dimethylamino)methyl)phenyl)amino)-7-((3R,4R)-4-methyltetrahydrofuran-3-yl)-7H-pyrrolo[2,3-d]pyrimidine-6-carbonitrile C1(CC1)OC1=C(C=CC(=C1)CN(C)C)NC=1N=CC2=C(N1)N(C(=C2)C#N)[C@H]2COC[C@@H]2C